(S)-3'-(4-acrylamidobenzamido)-N-(2-(dimethylamino)-1-phenylethyl)-1',4'-dihydro-5'H-spiro[cyclopropane-1,6'-pyrrolo[3,4-c]pyrazole]-5'-carboxamide C(C=C)(=O)NC1=CC=C(C(=O)NC=2C3=C(NN2)C2(N(C3)C(=O)N[C@H](CN(C)C)C3=CC=CC=C3)CC2)C=C1